ClC1=C(C=CC(=C1)F)C(C1CCN(CC1)C(=O)N1C[C@@H]2[C@@H](OCC(N2)=O)CC1)(F)F (-)-cis-6-(4-((2-Chloro-4-fluorophenyl)difluoromethyl)piperidine-1-carbonyl)hexahydro-2H-pyrido[4,3-b][1,4]oxazin-3(4H)-one